(3R)-3-cyano-N-[4-(3-cyanophenyl)-5-(2,6-dimethyl-4-pyridinyl)thiazol-2-yl]piperazine-1-carboxamide C(#N)[C@H]1CN(CCN1)C(=O)NC=1SC(=C(N1)C1=CC(=CC=C1)C#N)C1=CC(=NC(=C1)C)C